C(C)OC(=O)C=1C=NN2C1N=C(C=C2)N2CC1CCC(C2)O1 5-(8-oxa-3-azabicyclo[3.2.1]oct-3-yl)pyrazolo[1,5-a]pyrimidine-3-carboxylic acid ethyl ester